ethyl 4-formyl-6-methoxy-5-(methoxymethoxy)-1-benzothiophene-2-carboxylate C(=O)C1=C(C(=CC2=C1C=C(S2)C(=O)OCC)OC)OCOC